O1C=2C(OCC1COCCC(S(=O)(=O)[O-])C)=CSC2.[NH4+] ammonium 3-[(2,3-dihydrothieno[3,4-b]-[1,4]dioxin-2-yl) methoxy]-1-methyl-propanesulfonate